FC1=C(CC2=C3N=CN(C3=NC(=N2)C2=NC(=NN2)C(F)(F)F)C)C=CC=C1 6-(2-fluorobenzyl)-9-methyl-2-(3-(trifluoromethyl)-1H-1,2,4-triazol-5-yl)-9H-purine